tetradecenoic acid methyl ester CCCCCCCCCCCC=CC(=O)OC